C(#N)C1=CN=C2N1N=C(C=C2NC2=CC=CC(=N2)NC(=O)C2CC2)NCC(C)(C)C N-[6-({3-Cyano-6-[(2,2-dimethylpropyl)amino]imidazo[1,2-b]pyridazin-8-yl}amino)pyridin-2-yl]cyclopropancarboxamid